OC1=C(C(=O)OCC)C=CC(=C1)O ethyl 2,4-dihydroxybenzoate